OC1=CC=C(C=C1)NC(CCCCNC(=O)N)=O (S)-1-((4-hydroxyphenyl)amino)-1-oxo-5-ureidopentan